BrC=1C=NN(C1)C1=C(C=C(C=C1)NC(CC1=C(C=NC=C1)Cl)=O)S(N)(=O)=O N-[4-(4-bromo-1H-pyrazol-1-yl)-3-sulfamoylphenyl]-2-(3-chloropyridin-4-yl)acetamide